((2-(hept-6-en-1-yl)non-8-en-1-yl)oxy)-6-oxohexanoic acid C(CCCCC=C)C(COC(C(=O)O)CCCC=O)CCCCCC=C